2-(2-(3-bromopropyl)phenyl)-2-methylpropanoic acid methyl ester COC(C(C)(C)C1=C(C=CC=C1)CCCBr)=O